O=C1NC(CCC1N1C(C2=CC=C(C=C2C1=O)NCCOCCN1CCN(CC1)CCOCCNC(OC(C)(C)C)=O)=O)=O Tert-butyl N-[2-[2-[4-[2-[2-[[2-(2,6-dioxo-3-piperidyl)-1,3-dioxo-isoindolin-5-yl]amino] ethoxy]ethyl]piperazin-1-yl]ethoxy]ethyl]carbamate